3-Chloro-2,4,5-trifluoro-benzoic acid ClC=1C(=C(C(=O)O)C=C(C1F)F)F